FC(C=1C=C(C=CC1F)C1=CN=CC(=N1)CN1C(OC(C1)C(=O)O)=O)F 3-((6-(3-(difluoromethyl)-4-fluorophenyl)pyrazin-2-yl)methyl)-2-oxooxazolidine-5-carboxylic acid